N-[(3S)-3-Aminopyrrolidin-1-yl]sulfonyl-6-(4-ethoxyphenyl)-2-[(4S)-2,2,4-trimethylpyrrolidin-1-yl]pyridin-3-carboxamid N[C@@H]1CN(CC1)S(=O)(=O)NC(=O)C=1C(=NC(=CC1)C1=CC=C(C=C1)OCC)N1C(C[C@@H](C1)C)(C)C